1,3-bis-(glycidyloxypropyl)-tetramethyldisiloxane C(C1CO1)OCCC[Si](O[Si](CCCOCC1CO1)(C)C)(C)C